5-bromo-2-chloro-3,4-dimethylpyridine BrC=1C(=C(C(=NC1)Cl)C)C